1-Benzyl-4-(((6-(cyclopropyl(4-(trifluoromethyl)benzyl)amino)-5-fluoropyrimidin-4-yl)amino)methyl)-4-(hydroxymethyl)piperidin-3-ol C(C1=CC=CC=C1)N1CC(C(CC1)(CO)CNC1=NC=NC(=C1F)N(CC1=CC=C(C=C1)C(F)(F)F)C1CC1)O